C(C(C)C)[C@H]1N(S(C2=C(N(C1)C1=CC=CC=C1)C=C1OCC3=C(C1=C2)C=C(C=C3)C(=O)O)(=O)=O)C (R)-10-isobutyl-11-methyl-8-phenyl-8,9,10,11-tetrahydro-5H-benzo[3,4]chromeno[7,6-f][1,2,5]thiadiazepine-2-carboxylic acid 12,12-dioxide